C[C@@H]1CN(C[C@@H](N1)C)C1=C2C=NNC2=C(C=C1)NC(=O)C=1C=C(C=2N(C1)C=C(N2)C)F N-[4-[(3R,5S)-3,5-dimethylpiperazin-1-yl]-1H-indazol-7-yl]-8-fluoro-2-methyl-imidazo[1,2-a]pyridine-6-carboxamide